tert-butyl (4-(6-bromopyrrolo[2,1-f][1,2,4]triazin-4-yl)-2-chlorobenzyl)carbamate BrC=1C=C2C(=NC=NN2C1)C1=CC(=C(CNC(OC(C)(C)C)=O)C=C1)Cl